FC1=C2C=CNC2=CC(=C1OC=1C=CC(=C(C1)C=1NC=C(N1)C1(CCOC2=C(C=CC=C12)/C=C/C(=O)OCC)C)F)F Ethyl (E)-3-(4-(2-(5-((4,6-difluoro-1H-indol-5-yl)oxy)-2-fluorophenyl)-1H-imidazol-4-yl)-4-methylchroman-8-yl)acrylate